CN(C1=CC(=NC2=CC(=CC=C12)N)[C@@H]1[C@H](C1)C1=NC=CC(=N1)C)C |r| rac-N,N-dimethyl-2-((1S*,2S*)-2-(4-methylpyrimidin-2-yl)cyclopropyl)quinoline-4,7-diamine